(2R,4S)-4-((S)-2-amino-3-methylbutanamido)-2-(4-boronobutyl)piperidine-2-carboxylic acid N[C@H](C(=O)N[C@@H]1C[C@@](NCC1)(C(=O)O)CCCCB(O)O)C(C)C